N-dodecylaminopropionic acid sodium [Na].C(CCCCCCCCCCC)NC(C(=O)O)C